(S)-3-(6-(3,5-dimethylisoxazol-4-yl)-1-(1-(pyridin-2-yl)ethyl)-2-(trifluoromethyl)-1H-pyrrolo[3,2-b]pyridin-3-yl)-4-methoxybenzoic acid CC1=NOC(=C1C=1C=C2C(=NC1)C(=C(N2[C@@H](C)C2=NC=CC=C2)C(F)(F)F)C=2C=C(C(=O)O)C=CC2OC)C